The molecule is a heptasaccharide composed of three mannopyranose and four arabinofuranose residues in an alpha(1->2), alpha(1->2), alpha(1->5), beta(1->2), alpha(1->5) and alpha(1->5) linear sequence. C([C@@H]1[C@H]([C@@H]([C@@H]([C@H](O1)O[C@H]2[C@H]([C@@H]([C@H](O[C@@H]2O[C@H]3[C@H]([C@@H]([C@H](O[C@@H]3OC[C@@H]4[C@H]([C@@H]([C@@H](O4)O[C@H]5[C@@H]([C@H](O[C@@H]5OC[C@@H]6[C@H]([C@@H]([C@H](O6)OC[C@@H]7[C@H]([C@@H](C(O7)O)O)O)O)O)CO)O)O)O)CO)O)O)CO)O)O)O)O)O)O